1-((3S,4R)-4-(3,4-difluorophenyl)-1-(2-methoxyethyl)pyrrolidin-3-yl)-3-(1'-(2-methoxyethyl)-4-methyl-1-phenyl-1H,1'H-[3,4'-bipyrazole]-5-yl)urea FC=1C=C(C=CC1F)[C@H]1[C@@H](CN(C1)CCOC)NC(=O)NC1=C(C(=NN1C1=CC=CC=C1)C=1C=NN(C1)CCOC)C